1-[2-Chloro-4-(3-methyl-2,3,4,5-tetrahydropyridin-6-yl)phenyl]-4-methyl-piperazine ClC1=C(C=CC(=C1)C=1CCC(CN1)C)N1CCN(CC1)C